18-methyleicosanoate CC(CCCCCCCCCCCCCCCCC(=O)[O-])CC